2-[4-[8-[3-chloro-4-[4-[2-[4-(dimethylamino)piperidin-1-yl]ethyl]piperazine-1-carbonyl]anilino]imidazo[1,2-a]pyrazin-3-yl]-2,3-difluorophenoxy]acetonitrile ClC=1C=C(NC=2C=3N(C=CN2)C(=CN3)C3=C(C(=C(OCC#N)C=C3)F)F)C=CC1C(=O)N1CCN(CC1)CCN1CCC(CC1)N(C)C